CC1=CC=C(C=C1)S(=O)(=O)OC=1C=C(C=CC1C)NC(NC1=CC(=C(C=C1)C)OS(=O)(=O)C1=CC=C(C)C=C1)=O bis-[3-(p-toluenesulfonyloxy)-4-methyl-phenyl]urea